Cl.O1C(CCC12CCNCC2)=O 1-oxa-8-aza-spiro[4.5]decan-2-one hydrochloride